4-(4-(5-fluoropyrimidin-2-yl)piperazin-1-yl)aniline FC=1C=NC(=NC1)N1CCN(CC1)C1=CC=C(N)C=C1